tris(4,4-dicarboxylpyridine) chloride [Cl-].C(=O)(O)C1(CC=NC=C1)C(=O)O.C(=O)(O)C1(CC=NC=C1)C(=O)O.C(=O)(O)C1(CC=NC=C1)C(=O)O